4,6-dinitro-2-methylphenol [N+](=O)([O-])C1=CC(=C(C(=C1)[N+](=O)[O-])O)C